BrC=1C2=C(N(C(CC1C=1OC(=NN1)C1CC1)=O)CC1=CC=C(C=C1)CC)C=CC=C2 5-Bromo-4-(5-cyclopropyl-1,3,4-oxadiazol-2-yl)-1-(4-ethylbenzyl)-1,3-dihydro-2H-benzo[b]azepin-2-one